tert-Butyl 3,5-difluoro-1H-pyrrole-2-carboxylate FC1=C(NC(=C1)F)C(=O)OC(C)(C)C